CN(C/C=C/C(=O)NC1=C2CN(CC2=CC=C1)C(=O)C=1C=C2C=CNC2=CC1O)C (E)-4-(Dimethylamino)-N-(2-(6-hydroxy-1H-indole-5-carbonyl)isoindolin-4-yl)but-2-enamide